Cl.COC=1C=C(C=CC1OC)C=1NC2=CC(=C(C=C2C1C)C1CCNCC1)C 2-(3,4-dimethoxyphenyl)-3,6-dimethyl-5-(piperidin-4-yl)-1H-indole hydrochloride